CC(CCNC(=O)C1CCN(CC1)C(=O)C1=NNC(=C1)C1=CC=NC=C1)C N-(3-methylbutyl)-1-[5-(pyridin-4-yl)-1H-pyrazole-3-carbonyl]piperidine-4-carboxamide